phospholyl chloride P1C(=CC=C1)Cl